iodomethyl-boric acid ICOB(O)O